C1(=CC=CC=C1)NC1=NC(=NC=C1C(=O)N)NCC(C)C1=CC=CC=C1 4-(phenylamino)-2-(2-phenylpropylamino)pyrimidine-5-carboxamide